C(C)(C)(C)C=1C=C(CCCC(=O)O)C=C(C1O)C(C)(C)C 3-(3',5'-di-tert-butyl-4-hydroxytoluenyl)-propionic acid